1-(3-chloro-2-fluoro-phenyl)-3,3,3-trifluoro-propan-1-one ClC=1C(=C(C=CC1)C(CC(F)(F)F)=O)F